C(C)(C)(C)OC(=O)N(C1=NC(=CN=C1Cl)Br)C(=O)OC(C)(C)C 2-Bis(tert-butoxycarbonyl)amino-6-bromo-3-chloropyrazine